(2S,4r)-N-[2-(4-chlorophenyl)-2-(cyclopropylmethoxy)ethyl]-1-[(2S)-2-(4-cyclopropyltriazol-1-yl)-3,3-dimethyl-butyryl]-4-hydroxy-pyrrolidine-2-carboxamide ClC1=CC=C(C=C1)C(CNC(=O)[C@H]1N(C[C@@H](C1)O)C([C@H](C(C)(C)C)N1N=NC(=C1)C1CC1)=O)OCC1CC1